N-(azetidin-3-ylmethyl)-N-methyl-6-[3-(6-methyl-2-pyridyl)-1H-pyrazol-4-yl]-1,5-naphthyridin-3-amine N1CC(C1)CN(C=1C=NC2=CC=C(N=C2C1)C=1C(=NNC1)C1=NC(=CC=C1)C)C